C1(CC1)OC1=C(C=CC(=C1)F)C(=O)N1CC2(C1)CC(C2)NN (2-cyclopropoxy-4-fluorophenyl)(6-hydrazino-2-azaspiro[3.3]hept-2-yl)methanone